OC1=C(C(=CC(=C1CN(C(=O)N1CCC1)C)CCCCC)O)C1=CC(=CC=C1)C N-((2,6-dihydroxy-3'-methyl-4-pentyl-[1,1'-biphenyl]-3-yl)methyl)-N-methylazetidine-1-carboxamide